2,4-dichlorobenzyl chloride ClC1=C(CCl)C=CC(=C1)Cl